C1(=CC=CC=C1)N1C2=CC=CC=C2C=2C3=C(C=4C=CC=CC4N(B13)C1=CC=CC=C1)C=CC2 8,9-diphenyl-8H,9H-8,9-diaza-8a-borabenzo[fg]tetracene